FC1=CC(=C(C=C1[N+](=O)[O-])C(=O)C1=CNC2=CC=CC=C12)OC 3-[(4-fluoro-2-methoxy-5-nitrophenyl)carbonyl]-1H-indole